4-(4-hydroxybutoxy)-3-methyl-1,2,5-oxadiazol 2-oxide OCCCCOC=1C(=[N+](ON1)[O-])C